di-tert-butyl-1-(1-hydroxy-2-methylpropan-2-yl)hydrazine C(C)(C)(C)N(NC(CO)(C)C)C(C)(C)C